trisodium nitrilotriacetic acid N(CC(=O)O)(CC(=O)O)CC(=O)O.[Na].[Na].[Na]